manganese fluoride phosphate P(=O)([O-])([O-])[O-].[F-].[Mn+4]